7-fluoro-4-(prop-2-yn-1-yl)-6-(2,3,4,6-tetrafluorophenyl)-2H-benzo[b][1,4]oxazin-3(4H)-one FC=1C(=CC2=C(OCC(N2CC#C)=O)C1)C1=C(C(=C(C=C1F)F)F)F